FC=1C(=NC=C(C1)NC(CN1N=C(C=C1C)C(F)(F)F)=O)N1C=NC(=C1)C(C(=O)O)(C)C 2-(1-(3-fluoro-5-(2-(5-methyl-3-(trifluoromethyl)-1H-pyrazol-1-yl)acetamido)pyridin-2-yl)-1H-imidazol-4-yl)-2-methylpropanoic acid